COC=1C=C(C=C(C1)OC1=CC=C(C=C1)C(F)(F)F)NC(=O)C1NC(CC1)=O N-(3-Methoxy-5-(4-(trifluoromethyl)phenoxy)phenyl)-5-oxopyrrolidine-2-carboxamide